5-(8-fluoro-5-hydroxy-2-(methylamino)quinazolin-7-yl)-1,2,5-thiadiazolidin-3-one 1,1-dioxide FC=1C(=CC(=C2C=NC(=NC12)NC)O)N1CC(NS1(=O)=O)=O